N-(3,5-dichloro-4-((2a-methyl-2-oxo-1,2,2a,3,4,5-hexahydrobenzo[cd]indol-6-yl)oxy)phenyl)-5-oxo-4,5-dihydro-1,2,4-oxadiazole-3-carboxamide ClC=1C=C(C=C(C1OC1=C2C=3C(C(NC3C=C1)=O)(CCC2)C)Cl)NC(=O)C2=NOC(N2)=O